CN([Si](C)(C)C)C N,N,1,1,1-pentamethylsilanamine